Methyl (R)-2-oxo-3-(pyrrolidin-3-yl)-2,3-dihydro-benzo[d]imidazole-5-carboxylate hydrochloride tert-butyl-(R)-3-((5-(methoxycarbonyl)-2-nitrophenyl)amino)pyrrolidine-1-carboxylate C(C)(C)(C)OC(=O)N1C[C@@H](CC1)NC1=C(C=CC(=C1)C(=O)OC)[N+](=O)[O-].Cl.O=C1N(C2=C(N1)C=CC(=C2)C(=O)OC)[C@H]2CNCC2